CC=1C=C(C=C(C1)C)NC1=NC=CC(=N1)C1=NN(C(=C1)C(=O)NCC(C)C)C 3-{2-[(3,5-dimethylphenyl)amino]pyrimidin-4-yl}-1-methyl-N-(2-methylpropyl)-1H-pyrazole-5-carboxamide